C(=O)O.C(C)(C)(C)OC(=O)NC[C@@H](C(=O)OC)N(C)C methyl (S)-3-((tert-butoxycarbonyl)amino)-2-(dimethylamino)propanoate formate